CN(C1=CC=C(C=N1)C1=CC=C(C=C1)C=1SC2=C(N1)C=CC(=C2)N(C(OC(C)(C)C)=O)CCOCCOCCOCCOCCOCCI)C tert-butyl N-[2-[4-[6-(dimethyl-amino)pyridin-3-yl]phenyl]-1,3-benzothiazol-6-yl]-N-[2-[2-[2-[2-[2-(2-iodoethoxy)-ethoxy]ethoxy]ethoxy]ethoxy]ethyl]carbamate